ClC1=C(N=C2N(C1=O)C=C(N=C2C2=CC=C(C#N)C=C2)[C@@H]2C[C@@H](OCC2)C=2C=NN(C2)C2CC2)C 4-(3-chloro-7-((2R,4S)-2-(1-cyclopropyl-1H-pyrazol-4-yl)tetrahydro-2H-pyran-4-yl)-2-methyl-4-oxo-4H-pyrazino[1,2-a]pyrimidin-9-yl)benzonitrile